C(C)(C)(C)OC(=O)N[C@@H]1[C@@H](OCC12CCN(CC2)C=2N=C(C(=NC2CO)SC2=C(C=1N(C=C2)C=C(N1)C1=CC=C(C(=O)O)C=C1)Cl)C)C 4-(7-((5-((3S,4S)-4-((tert-butoxycarbonyl)amino)-3-methyl-2-oxa-8-azaspiro[4.5]decan-8-yl)-6-(hydroxymethyl)-3-methylpyrazin-2-yl)thio)-8-chloroimidazo[1,2-a]pyridin-2-yl)benzoic acid